C12(CC3CC(CC(C1)C3)C2)CN2N=CC(=C2C)C=2C(=NC(=CC2)N2CC3=C(C=CC=C3CC2)C(NC=2SC3=C(N2)C=CC=C3)=O)C(=O)NCCCCCCCCCC(=O)OC methyl 10-(3-(1-(adamantan-1-ylmethyl)-5-methyl-1H-pyrazol-4-yl)-6-(8-(benzo[d]thiazol-2-ylcarbamoyl)-3,4-dihydroisoquinolin-2(1H)-yl)picolinamido)decanoate